tri(4-methylphenyl)sulfonium trifluoromethanesulfonate FC(S(=O)(=O)[O-])(F)F.CC1=CC=C(C=C1)[S+](C1=CC=C(C=C1)C)C1=CC=C(C=C1)C